C1(=CC=CC=C1)N1CN(CC1)C 1-phenyl-3-methylimidazoline